O[C@@H]1CC[C@H](CC1)C(=O)O trans-4-hydroxycyclohexanecarboxylic acid